FC=1C=C(C=CC1OC)C(CC1=CC(=C(C(=C1)OC)OC)OC)=O 1-(3-Fluoro-4-methoxyphenyl)-2-(3,4,5-trimethoxyphenyl)ethan-1-one